adamantanacetic acid C12(CC3CC(CC(C1)C3)C2)CC(=O)O